BrC=1C2(C3=CC=CC(=C3C1)Cl)CCC(CC2)(C(=O)OC)NC2=CC(=CC=C2)Cl methyl (1s,4s)-2'-bromo-4'-chloro-4-(3-chloroanilino)spiro[cyclohexane-1,1'-indene]-4-carboxylate